3-(4-(2-(2-fluorophenyl)-6-(benzenesulfonyl)imidazo[4,5-d]pyrrolo[2,3-b]pyridine-1(6H)-yl)-1H-pyrazol-1-yl)propionitrile FC1=C(C=CC=C1)C1=NC=2C(=C3C(=NC2)N(C=C3)S(=O)(=O)C3=CC=CC=C3)N1C=1C=NN(C1)CCC#N